(triisopropylsilyloxy)aniline C(C)(C)[Si](ONC1=CC=CC=C1)(C(C)C)C(C)C